(6-methoxy-1H-indol-2-yl)-N-(1-(2-(2-methoxyethoxy)ethyl)-3-(pyridin-2-yl)-1H-pyrazol-4-yl)picolinamide COC1=CC=C2C=C(NC2=C1)C=1C(=NC=CC1)C(=O)NC=1C(=NN(C1)CCOCCOC)C1=NC=CC=C1